((2R,6R)-6-methylmorpholin-2-yl)methanol hydrochloride salt Cl.C[C@H]1O[C@H](CNC1)CO